FC1(CN(CCC1)C1=CC=C(N=N1)NC1C[C@@H]2[C@@H](CN(C2)CC2CCOCC2)C1)F (3aR,5s,6aS)-N-[6-(3,3-difluoro-1-piperidyl)pyridazin-3-yl]-2-(tetrahydro-pyran-4-ylmethyl)-3,3a,4,5,6,6a-hexahydro-1H-cyclopenta[c]pyrrol-5-amine